9-(4,4-difluorocyclohexyl)-7-methyl-2-((7-methyl-[1,2,4]triazolo[1,5-a]pyridin-6-yl)amino)-7,9-dihydro-8H-purin-8-one FC1(CCC(CC1)N1C2=NC(=NC=C2N(C1=O)C)NC=1C(=CC=2N(C1)N=CN2)C)F